tert-butyl 5-(4-ethoxy-5-((4-fluoro-2-methylbenzo[d]oxazol-6-yl)carbamoyl)pyrimidin-2-yl)hexahydropyrrolo[3,4-c]pyrrole-2(1H)-carboxylate C(C)OC1=NC(=NC=C1C(NC1=CC2=C(N=C(O2)C)C(=C1)F)=O)N1CC2C(C1)CN(C2)C(=O)OC(C)(C)C